(R)-2-Ethynyl-N-(1-isopropylpyrrolidin-3-yl)-N-(3-methoxy-5-(trifluoromethoxy)phenyl)thiazole-4-carboxamide C(#C)C=1SC=C(N1)C(=O)N(C1=CC(=CC(=C1)OC(F)(F)F)OC)[C@H]1CN(CC1)C(C)C